CC(C(=O)O)C(C)C 2,3-dimethylbutyric acid